C1(=CC=CC=C1)C1N(CCC2(C1)OCCC1=C2SC=C1)C(=O)OC(C)(C)C tert-butyl 2'-phenylspiro[4,5-dihydrothieno[2,3-c]pyran-7,4'-piperidine]-1'-carboxylate